4-(3-(((2-amino-5-(1-(1-trideuteromethylpiperidin-4-yl)-1H-pyrazol-4-yl)pyridin-3-yl)oxy)methyl)phenyl)-2-methylbut-3-yn-2-ol hydrochloride Cl.NC1=NC=C(C=C1OCC=1C=C(C=CC1)C#CC(C)(O)C)C=1C=NN(C1)C1CCN(CC1)C([2H])([2H])[2H]